4,5-difluoro-2-(1H-pyrrol-1-yl)aniline tert-butyl-N-(3-(2,2-dimethyl-3-oxo-2H,3H,4H-pyrido[3,2-b][1,4]oxazin-4-yl)propyl)carbamate C(C)(C)(C)OC(NCCCN1C2=C(OC(C1=O)(C)C)C=CC=N2)=O.FC2=CC(=C(N)C=C2F)N2C=CC=C2